FC1=C(C=CC=C1F)C1=CC(=CC=C1)[C@@H]1N(OCC1)C1=CC(=NC=N1)NC=1C(=CC(=C(C1)NC(C=C)=O)N1C[C@@H](N(CC1)C)C)OC N-(5-((6-((R)-3-(2',3'-difluoro-[1,1'-biphenyl]-3-yl)isoxazolidin-2-yl)pyrimidin-4-yl)amino)-2-((S)-3,4-dimethylpiperazin-1-yl)-4-methoxyphenyl)acrylamide